2-(((cis-4-(hydroxymethyl)cyclohexyl)thio)methyl)-8-methylquinazolin OC[C@H]1CC[C@H](CC1)SCC1=NC2=C(C=CC=C2C=N1)C